ClC1=CC=C(C=C1)CN1CC(CC1=O)C(=O)N 1-[(4-chlorophenyl)methyl]-5-oxopyrrolidine-3-carboxamide